trimethylspiro[cyclopropane-1,5'-indene]-3',7'(2'H,6'H)-dione CC1(C(=C2C(CC3(C=C2C1=O)CC3)=O)C)C